(S)-N-((3-(4-chlorophenyl)pyridin-2-yl)methylene)-2-methylpropan-2-sulfinamide ClC1=CC=C(C=C1)C=1C(=NC=CC1)C=N[S@@](=O)C(C)(C)C